NC1=NC=CC(=C1Cl)OC1=CC(=C(C=C1)NC(=O)C=1C=NN(C1C(F)(F)F)C1=NC=CC=C1F)F N-(4-((2-amino-3-chloropyridin-4-yl)oxy)-2-fluorophenyl)-1-(3-fluoropyridin-2-yl)-5-(trifluoromethyl)-1H-pyrazole-4-carboxamide